ClC1=CC2=C(N(C(C(N2C)=O)=O)C2CCN(CC2)C(=O)C2CCCCC2)N=C1 7-chloro-4-(1-(cyclohexanecarbonyl)piperidin-4-yl)-1-methyl-1,4-dihydropyrido[2,3-b]pyrazine-2,3-dione